2-(((2R,7aS)-2-fluorotetrahydro-1H-pyrrolizin-7a(5H)-yl)methoxy)quinazolin-4-ol F[C@@H]1C[C@@]2(CCCN2C1)COC1=NC2=CC=CC=C2C(=N1)O